3-(3-ethoxy-4-methoxyphenyl)-1-isopropyl-1H-pyrazolo[3,4-d]pyrimidin-4-amine C(C)OC=1C=C(C=CC1OC)C1=NN(C2=NC=NC(=C21)N)C(C)C